4-((4-(tert-butyl)phenyl)methyl)benzonitrile C(C)(C)(C)C1=CC=C(C=C1)CC1=CC=C(C#N)C=C1